ClC1=CC(=C(C=C1)C1=CC(=CC=2CNS(OC21)(=O)=O)F)F 8-(4-chloro-2-fluorophenyl)-6-fluoro-3,4-dihydrobenzo[e][1,2,3]oxathiazine 2,2-dioxide